2-amino-4-(butylamino)-6-(2-methoxy-4-(pyrrolidin-1-ylmethyl)benzyl)pyrimido[4,5-d]pyridazin-5(6H)-one NC=1N=C(C2=C(C=NN(C2=O)CC2=C(C=C(C=C2)CN2CCCC2)OC)N1)NCCCC